N-ethyl-2-[6-[[2-[2-fluoro-5-methoxy-4-(piperidine-1-carbonyl)phenyl]-5-oxo-6H-1,6-naphthyridin-4-yl]amino]-3-pyridyl]-2-methyl-propanamide C(C)NC(C(C)(C)C=1C=NC(=CC1)NC1=CC(=NC=2C=CNC(C12)=O)C1=C(C=C(C(=C1)OC)C(=O)N1CCCCC1)F)=O